C(C)OC=1C=C(C=2N(C1)N=CC2C#N)C=2C=NC(=CC2)N2CCN(CC2)C(=O)C=2SC=CC2C#C 6-ethoxy-4-(6-(4-(3-ethynylthiophene-2-carbonyl)piperazin-1-yl)pyridin-3-yl)pyrazolo[1,5-a]pyridine-3-carbonitrile